C(C(C)C)(=O)OC1=C(C=C(C=C1)C(CC1=NCCC2=C1NC1=CC(=CC=C21)OC)CC2=NCCC1=C2NC2=CC(=CC=C12)OC)OC 4-(1,3-bis(7-methoxy-4,9-dihydro-3H-pyrido[3,4-b]indol-1-yl) propan-2-yl)-2-methoxyphenyl isobutyrate